N-hydroxy-2-(oxazolo[5,4-b]pyridin-2-yl)isoindoline-4-carboxamide hydrochloride Cl.ONC(=O)C=1C=2CN(CC2C=CC1)C=1OC2=NC=CC=C2N1